2-((2S,4S)-5-Chloro-2-((methylamino)methyl)-2-phenyl-2,3-dihydrobenzofuran-4-yl)-3-fluoro-4-methoxy-N-methylbenzamide ClC=1C=CC2=C(C[C@](O2)(C2=CC=CC=C2)CNC)C1C1=C(C(=O)NC)C=CC(=C1F)OC